allophanamide C(NC(=O)N)(=O)N